[1,3]thiazine-3-carboxylic acid ethyl ester C(C)OC(=O)N1CSC=CC1